C(=O)=[Nb](=C=O)(=C=O)(=C=O)(=C=O)=C=O hexacarbonyl-niobium